[Br-].[Br-].[CH-]1C=CC=C1.[CH-]1C=CC=C1.[Mo+2] molybdocene dibromide